C(C)OC(=O)N1CC2(CC(C2)N2CCC(CC2)N2[C@H](CC(C2)(F)F)CO)CC1 cis-2-{4-[(2R)-4,4-difluoro-2-(hydroxymethyl)pyrrolidin-1-yl]piperidin-1-yl}-6-azaspiro[3.4]octane-6-carboxylic acid ethyl ester